S1C(=CC=C1)C(=O)C=1C=CC2=C(C(=C(S2)NCCCC)C2CCN3CCCCC3CC2)C1 5-(2-thienoyl)-N-butylamino-3-(1-azabicyclo[5.4.0]undecan-4-yl)-benzothiophene